[Si](C)(C)(C(C)(C)C)OCCCCC1C(C1)C(=O)OCC ethyl 2-(4-((tert-butyldimethylsilyl)oxy)butyl)cyclopropane-1-carboxylate